3-amino-1-ethyl-8-azabicyclo[3.2.1]octane-8-carboxylic acid tert-butyl ester C(C)(C)(C)OC(=O)N1C2(CC(CC1CC2)N)CC